perfluorononyne FC#CC(C(C(C(C(C(C(F)(F)F)(F)F)(F)F)(F)F)(F)F)(F)F)(F)F